C(C1=CC=CC=C1)OC(=O)N[C@@H](CCCCN)C(=O)O N-E-benzyloxycarbonyl-L-lysine